O=C(NCCOCCOCCOCC#C)CCC(NC(CCCCCCCCCCC(=O)O)=O)(CCC(NCCOCCOCCOCC#C)=O)CCC(NCCOCCOCCOCC#C)=O 14,19-dioxo-17,17-bis(3-oxo-7,10,13-trioxa-4-azahexadec-15-yn-1-yl)-4,7,10-trioxa-13,18-diazatriacont-1-yn-30-oic acid